N-((1S)-2-((4-(3,5-dimethyl-1H-pyrazol-4-yl)phenyl)amino)-1-(4-methylcyclohexyl)-2-oxoethyl)-1-(penta-1,4-dien-3-yl)-1H-pyrazole-5-carboxamide CC1=NNC(=C1C1=CC=C(C=C1)NC([C@H](C1CCC(CC1)C)NC(=O)C1=CC=NN1C(C=C)C=C)=O)C